1-(6',7'-dihydrospiro[cyclopropane-1,4'-thieno[3,2-c]pyran]-7'-yl)-N-methyl-methylamine S1C=CC=2C3(OCC(C21)CNC)CC3